C(C)OC1=CC=C(CCN2N=CC(=C2)CNC2=NC=3N([C@H](C(NC3C(=N2)C)=O)C)C)C=C1 (7S)-2-(((1-(4-ethoxyphenethyl)-1H-pyrazol-4-yl)methyl)amino)-4,7,8-trimethyl-7,8-dihydropteridin-6(5H)-one